NC(CCCO)(C)C 4-amino-4-methyl-1-pentanol